1,4-dihydro-1-ethyl-6-fluoro-4-oxo-7-(1-piperazinyl)-3-quinolinecarboxylic acid C(C)N1C=C(C(C2=CC(=C(C=C12)N1CCNCC1)F)=O)C(=O)O